ClC1=C2CCC3(C2=CC=C1)CCC=1C(=NC(=NC1C3)OC[C@H]3N(CCC3)C)N3C1CNCC3CC1 4'-Chloro-4-(3,8-diazabicyclo[3.2.1]octan-8-yl)-2-[[(2S)-1-methylpyrrolidin-2-yl]methoxy]spiro[6,8-dihydro-5H-quinazoline-7,1'-indane]